O=C1N(CC(N(C1)CCN(C([O-])=O)C(C1=CC=C(C=C1)OC)CC1=CC=C(C=C1)N(C)C)=O)CCN(C([O-])=O)C(C1=CC=C(C=C1)OC)CC1=CC=C(C=C1)N(C)C (2,5-dioxopiperazine-1,4-diyl)bis(ethane-2,1-diyl)bis(4-(dimethylamino)benzyl (4-methoxybenzyl)carbamate)